Dihydro-2H-pyrrol N1CCC=C1